5-(4-fluoro-1H-pyrazol-1-yl)-2-(3-{3-[(propan-2-yl)amino]pyrrolidin-1-yl}-1,2,4-triazin-6-yl)phenol FC=1C=NN(C1)C=1C=CC(=C(C1)O)C1=CN=C(N=N1)N1CC(CC1)NC(C)C